(R)-tert-butyl 4-(2-(2-(2-(4-((8-cyclopentyl-7-ethyl-5-methyl-6-oxo-5,6,7,8-tetrahydropteridin-2-yl)(methyl)amino)-3-methoxybenzamido)ethoxy)ethoxy) ethoxy)piperidine-1-carboxylate C1(CCCC1)N1[C@@H](C(N(C=2C=NC(=NC12)N(C1=C(C=C(C(=O)NCCOCCOCCOC2CCN(CC2)C(=O)OC(C)(C)C)C=C1)OC)C)C)=O)CC